O1CC(CC=2C(=CC(=CC12)O)O)O chromane-3,5,7-triol